benzyl 17,17-bis(15,15-dimethyl-5,13-dioxo-2,14-dioxa-6,12-diazahexadecyl)-2,2-dimethyl-4,12,19-trioxo-3,15-dioxa-5,11,18-triazatriacontan-30-oate CC(OC(NCCCCCNC(CCOCC(COCCC(NCCCCCNC(OC(C)(C)C)=O)=O)(NC(CCCCCCCCCCC(=O)OCC1=CC=CC=C1)=O)COCCC(NCCCCCNC(OC(C)(C)C)=O)=O)=O)=O)(C)C